C(C)(C)(C)OC(C1=C(N=C(C=C1)C)CCCCCOS(=O)(=O)C1=CC=C(C)C=C1)=O 6-methyl-2-(5-(p-toluenesulfonyloxy)pentyl)nicotinic acid tert-butyl ester